ClC=1C=C(C=CC1F)NC(N(C1COCC=2NC(C=3C=CC=CC3C21)=O)C)=O 3-(3-Chloro-4-fluorophenyl)-1-methyl-1-(6-oxo-1,4,5,6-tetrahydro-2H-pyrano[3,4-c]isoquinolin-1-yl)urea